methyl (S)-3-(8-bromo-6-(2-fluorophenyl)-1-((cyclopropylmethyl)thio)-4H-benzo[f][1,2,4]triazolo[4,3-a][1,4]diazepin-4-yl)propionate BrC=1C=CC2=C(C(=N[C@H](C=3N2C(=NN3)SCC3CC3)CCC(=O)OC)C3=C(C=CC=C3)F)C1